(3aR,6aR)-hexahydrocyclopenta[b]pyrrol N1C=2[C@@H](CC1)CCC2